4-bromo-5-fluoro-7-(methoxymethyloxy)-1H-indazole BrC1=C2C=NNC2=C(C=C1F)OCOC